C1(CC1)C=1C=NC(=C(C(=O)O)C1)NC=1C=C2C=CN(C2=CC1)C1=CC=C(C=C1)F 5-cyclopropyl-2-((1-(4-fluorophenyl)-1H-indol-5-yl)amino)nicotinic acid